3-(1-oxo-5-(1-(4-propylbenzyl)piperidin-4-yl)isoindolin-2-yl)piperidine-2,6-dione O=C1N(CC2=CC(=CC=C12)C1CCN(CC1)CC1=CC=C(C=C1)CCC)C1C(NC(CC1)=O)=O